N1=CC=C(C2=CC=CC=C12)C(=O)NNC(=O)OC(C)(C)C tert-butyl 2-(quinoline-4-carbonyl)hydrazine-1-carboxylate